C(C=C)(=O)N1[C@@H](CCC1)C1=NC(=C2N1C=CN=C2N)C2=CC=C(C(=O)NC1=NC=CC(=C1)CC)C=C2 (S)-4-(3-(1-acryloylpyrrolidin-2-yl)-8-aminoimidazo[1,5-a]pyrazin-1-yl)-N-(4-ethylpyridin-2-yl)benzamide